3-METHYL-5-NITROPYRIDIN-2-YLBORONIC ACID CC=1C(=NC=C(C1)[N+](=O)[O-])B(O)O